C1(CC1)[C@H](C)N1C(C2=C(C=C(C=C2C1)C1=CC(=NN1C)NC(C)=O)NS(=O)(=O)CC1CC1)=O (S)-N-(5-(2-(1-cyclopropylethyl)-7-(cyclopropylmethylsulfonylamino)-1-oxoisoindolin-5-yl)-1-methyl-1H-pyrazol-3-yl)acetamide